C(C)C(CC)(CCCC)C 3-ethyl-3-Methylheptane